1,1,2-Trichloro-1,2,2-Trifluoroethane ClC(C(F)(F)Cl)(F)Cl